6-(2-(1-(2-(4,4-difluoropiperidin-1-yl)-6-methylpyrimidin-4-yl)-1H-1,2,3-triazole-4-yl)-5-iodophenyl)-6-azaspiro[2.5]octane FC1(CCN(CC1)C1=NC(=CC(=N1)N1N=NC(=C1)C1=C(C=C(C=C1)I)N1CCC2(CC2)CC1)C)F